tert-butyl N-[5-[[4-[[3-(2,3-difluoro-4-methoxy-phenyl)imidazo[1,2-a]pyrazin-8-yl]amino]-2-ethyl-benzoyl]amino]pentyl]carbamate FC1=C(C=CC(=C1F)OC)C1=CN=C2N1C=CN=C2NC2=CC(=C(C(=O)NCCCCCNC(OC(C)(C)C)=O)C=C2)CC